(1S,3S)-3-((6-(5-Fluoro-3-(((methyl(propyl)carbamoyl)oxy)methyl)thiophen-2-yl)-2-methylpyridine-3-yl)oxy)cyclohexane-1-carboxylic acid FC1=CC(=C(S1)C1=CC=C(C(=N1)C)O[C@@H]1C[C@H](CCC1)C(=O)O)COC(N(CCC)C)=O